ClC1=C(C=CC2=CC=CC=C12)NC1=NC=NC2=CC(=C(C=C12)OC1CCN(CC1)C(C=C)=O)OC 1-(4-((4-((1-chloronaphthalen-2-yl)amino)-7-methoxyquinazolin-6-yl)oxy)piperidin-1-yl)prop-2-en-1-one